C1=CC=CC=2C3=CC=CC=C3C(C12)COC(=O)N1[C@@H](CCCC1)C(=O)O[C@H](CCC1=CC(=C(C=C1)OC)OC)C=1C=C(OCC(=O)O)C=CC1 2-(3-((R)-1-(((S)-1-(((9H-fluoren-9-yl)methoxy)carbonyl)piperidine-2-carbonyl)oxy)-3-(3,4-dimethoxyphenyl)propyl)phenoxy)acetic acid